methyl 2-[3-chloro-4-[3-[3-[2,6-dichloro-4-(3-methoxy-3-oxo-propyl)phenoxy]propoxy]propoxy]phenyl]-1,3-benzoxazole-6-carboxylate ClC=1C=C(C=CC1OCCCOCCCOC1=C(C=C(C=C1Cl)CCC(=O)OC)Cl)C=1OC2=C(N1)C=CC(=C2)C(=O)OC